C12(CC(C1)C2)NC(=O)C=2C(N(C1=NC=C(C=C1C2O)C2=CC=C(C=C2)F)CCN2CCCCC2)=O N-(bicyclo[1.1.1]pentan-1-yl)-6-(4-fluorophenyl)-4-hydroxy-2-oxo-1-(2-(piperidin-1-yl)ethyl)-1,2-dihydro-1,8-naphthyridine-3-carboxamide